C(#N)C1=CC(=C(C(=C1)C)C=1N=C(C(=NC1)C1=CC(=CC(=C1)C)C)C1=CC(=CC(=C1)C)C)C 5-(4-cyano-2,6-dimethylphenyl)-2,3-bis(3,5-dimethylphenyl)pyrazine